CC=1C=C(C=CC1CC1=CC2=C(N(C=N2)C)C=C1)NC=1C2=C(N=CN1)C=NC(=N2)N2CCNCC2 N-{3-methyl-4-[(1-methyl-1,3-benzodiazol-5-yl)methyl]phenyl}-6-(piperazin-1-yl)-[1,3]diazino[5,4-d]pyrimidin-4-amine